4-[2,3-difluoro-4-(4,4,5,5-tetramethyl-1,3,2-dioxaborolan-2-yl)phenyl]-1-[[(4S)-2,2-dimethyl-1,3-dioxolan-4-yl]methyl]-3-(trifluoromethyl)pyrazole FC1=C(C=CC(=C1F)B1OC(C(O1)(C)C)(C)C)C=1C(=NN(C1)C[C@@H]1OC(OC1)(C)C)C(F)(F)F